benzyl 3-(2,2-dichloroethen-1-yl)-2,2-dimethylcyclopropancarboxylat ClC(=CC1C(C1C(=O)OCC1=CC=CC=C1)(C)C)Cl